C1(CCCCC1)C=1C=C(C=CC1O[C@@H]1CNCC1)C(=O)N1CCC(CC1)OC1=CC(=CC(=C1)N1CCC2(CNC2)CC1)F (S)-(3-cyclohexyl-4-(pyrrolidin-3-yloxy)phenyl)(4-(3-fluoro-5-(2,7-diazaspiro[3.5]nonan-7-yl)phenoxy)piperidin-1-yl)methanone